cis-2-((2-morpholino-2-oxoethyl)thio)-3a,4,5,6,7,7a-hexahydro-1H-benzo[d]imidazol-3-ium chloride [Cl-].O1CCN(CC1)C(CSC1=[NH+][C@H]2[C@@H](N1)CCCC2)=O